tert-butyl (R)-(cyclobutylmethyl)(1-(6-((1,3-dioxoisoindolin-2-yl)methyl)pyridazin-3-yl)piperidin-3-yl)carbamate C1(CCC1)CN(C(OC(C)(C)C)=O)[C@H]1CN(CCC1)C=1N=NC(=CC1)CN1C(C2=CC=CC=C2C1=O)=O